C(C(=C)C)(=O)OCCCOC(C(=C)C)=O 1,3-dimethacryloxypropane